Vinylazaborine C(=C)C=1B=NC=CC1